FC(C1=CC=C(S1)C1=CN=C2N1N=C(C=C2)NC21CCC(CC2)CC1)(F)F 4-[[3-[5-(Trifluoromethyl)-2-thienyl]imidazo[1,2-b]pyridazin-6-yl]amino]bicyclo[2.2.2]octane